FC1=C(C(=CC=C1)C(F)(F)F)COC1C(N(C1)C(=O)N1C[C@@H]2[C@@H](OCC(N2)=O)CC1)C (4aR,8aS)-6-[3-[[2-Fluoro-6-(trifluoromethyl)phenyl]methoxy]-2-methylazetidine-1-carbonyl]-4,4a,5,7,8,8a-hexahydropyrido[4,3-b][1,4]oxazin-3-one